BrC1=C(C(=C(C2=C1N=NS2)Br)OCC(CCCCCCCCCC)CCCCCCCC)OCC(CCCCCCCCCC)CCCCCCCC 4,7-dibromo-5,6-di(2-octyldodecyloxy)benzothiadiazole